diphenyl decanedioate C(CCCCCCCCC(=O)OC1=CC=CC=C1)(=O)OC1=CC=CC=C1